C1(CC1)C(=O)N1CCC(CC1)CN1[C@H]([C@H]([C@@H]([C@H](C1)O)O)O)CO cyclopropyl-(4-(((2s,3r,4r,5s)-3,4,5-trihydroxy-2-(hydroxymethyl)piperidin-1-yl)methyl)piperidin-1-yl)methanone